benzyl-N-(4-isobutoxybenzyl)-4-(pyrrolidin-3-yl)pyrimidin-2-amine C(C1=CC=CC=C1)C=1C(=NC(=NC1)NCC1=CC=C(C=C1)OCC(C)C)C1CNCC1